C(C=C)(=O)N1[C@@H](C[C@H](CC1)N1N=NC=2C(=NC=3C(=C(C(=CC3C21)C)C2=C(C(=CC=C2)C)Cl)F)N2CC(C2)N(C)C)CC#N 2-((2S,4S)-1-acryloyl-4-(7-(2-chloro-3-methylphenyl)-4-(3-(dimethylamino)azetidin-1-yl)-6-fluoro-8-methyl-1H-[1,2,3]triazolo[4,5-c]quinolin-1-yl)piperidin-yl)acetonitrile